FC1=CC(=CC=2N(C(=NC21)[C@H]2CN(CC2)C(=O)OC)C(C)C)C2=NC(=NC=C2F)N[C@H]2[C@@H]([C@@H]1CC[C@H](C2)O1)O methyl (R)-3-(4-fluoro-6-(5-fluoro-2-(((1S,2S,3R,5R)-2-hydroxy-8-oxabicyclo[3.2.1]octan-3-yl)amino)pyrimidin-4-yl)-1-isopropyl-1H-benzo[d]imidazol-2-yl)pyrrolidine-1-carboxylate